CC=1C=C(C=NC1C)NC(C(=O)N1[C@H](CC[C@@H](C1)C)C1=CC2CCC(NC2C=C1)=O)=O N-(5,6-dimethyl-3-pyridyl)-2-[(2R,5S)-5-methyl-2-(2-oxo-3,4,4a,8a-tetrahydro-1H-quinolin-6-yl)-1-piperidyl]-2-oxo-acetamide